C(C1=CC=CC=C1)N1CC2(CN(C2)C(=O)OC(C)(C)C)[C@@H](C1)C(N[C@H](C(=O)N1CCOCC1)[C@@H](C)OCC1CCC(CC1)(F)F)=O tert-butyl (S)-6-benzyl-8-(((2S,3R)-3-((4,4-difluorocyclohexyl)methoxy)-1-morpholino-1-oxobutan-2-yl)carbamoyl)-2,6-diazaspiro[3.4]octane-2-carboxylate